3-(((R)-7-((2S,4S)-4-(methylamino)-2-phenylpyrrolidine-1-carbonyl)-7-azaspiro[4.5]dec-10-yl)methyl)-6-phenylpyrimidin-4(3H)-one CN[C@H]1C[C@H](N(C1)C(=O)N1CC2(CCCC2)[C@@H](CC1)CN1C=NC(=CC1=O)C1=CC=CC=C1)C1=CC=CC=C1